ClC=1C(=C(C(=C(C1)O)Cl)Cl)Cl.[Li] lithium tetrachlorophenol